3-(3-(2-(5-(Hydroxymethyl)furan-2-yl)imidazo[4,5-d]pyrrolo[2,3-b]pyridin-1(6H)-yl)pyrrolidin-1-yl)propaneNitrile OCC1=CC=C(O1)C1=NC=2C(=C3C(=NC2)NC=C3)N1C1CN(CC1)CCC#N